ClC1=CC=C(C=C1)[C@@](C)(O)C1=NC=CC=C1 |r| racemic-1-(4-chlorophenyl)-1-(pyridin-2-yl)ethan-1-ol